N-(4-chloro-5-(propanoyl-3,3,3-d3)pyridin-2-yl)cyclopropanecarboxamide ClC1=CC(=NC=C1C(CC([2H])([2H])[2H])=O)NC(=O)C1CC1